4-Chloro-3-nitrobenzenesulfonyl chloride ClC1=C(C=C(C=C1)S(=O)(=O)Cl)[N+](=O)[O-]